O1C(OCC1)C1=NC=CC=C1C1N(CCC(C1)C(F)(F)F)C(=O)OCC1C2=CC=CC=C2C=2C=CC=CC12 (9H-Fluoren-9-yl)methyl 2-(2-(1,3-dioxolan-2-yl)pyridin-3-yl)-4-(trifluoromethyl)piperidine-1-carboxylate